N-[3-(azetidin-1-yl)propyl]-4-[[3-(4-chloro-2,3-difluorophenyl)imidazo[1,2-a]pyrazin-8-yl]amino]-2-ethylbenzamide N1(CCC1)CCCNC(C1=C(C=C(C=C1)NC=1C=2N(C=CN1)C(=CN2)C2=C(C(=C(C=C2)Cl)F)F)CC)=O